ClC1=CC=C(C=N1)NC1=NC=CC2=CC(=CC=C12)OCC1=NC=CC=C1 N-(6-chloropyridin-3-yl)-6-(pyridin-2-ylmethoxy)isoquinolin-1-amine